NC1=NN(C2=CC=C(C=C12)C=1N=C2N(C(C1)=O)C=C(C=C2[C@@H](C)NC2=C(C(=O)OC(C)(C)C)C=CC=C2)C)C tert-butyl (R)-2-((1-(2-(3-amino-1-methyl-1H-indazol-5-yl)-7-methyl-4-oxo-4H-pyrido[1,2-a]pyrimidin-9-yl)ethyl)amino)benzoate